2-chloro-N-(piperidin-2-ylmethyl)-5-(trifluoromethyl)pyridine-3-sulfonamide ClC1=NC=C(C=C1S(=O)(=O)NCC1NCCCC1)C(F)(F)F